(R)-6-(1-(2-(3-methoxypyrrolidin-1-yl)ethyl)-1H-pyrazol-4-yl)-4-(1-(pent-3-yl)-1H-pyrazol-4-yl)pyrazolo[1,5-a]pyrazine CO[C@H]1CN(CC1)CCN1N=CC(=C1)C=1N=C(C=2N(C1)N=CC2)C=2C=NN(C2)C(CC)CC